(1'S,2'S)-4-(4-hydroxyphenethyl)-5'-methyl-2'-(prop-1-ene-2-yl)-1',2',3',4'-tetrahydro-[1,1'-biphenyl]-2,6-diol OC1=CC=C(CCC=2C=C(C(=C(C2)O)[C@@H]2[C@H](CCC(=C2)C)C(=C)C)O)C=C1